pyridine-2,5-dicarboxylic acid anhydride N1=C2C=CC(=C1)C(=O)OC2=O